1-(4-chlorophenoxy)-1-(imidazolyl)3,3-dimethyl-2-butanone ClC1=CC=C(OC(C(C(C)(C)C)=O)C=2NC=CN2)C=C1